C1=CC=CC2=CC3=CC=CC=C3C(=C12)CN1CC2N(CC1)C(CN(C2=O)CC2=CC=CC1=CC=CC=C21)=O 2-(Anthracene-9-ylmethyl)-8-(naphthalen-1-ylmethyl)hexahydro-2H-pyrazino[1,2-a]pyrazine-6,9-dione